C(C)(C)(C)C1(C(C(=CC=C1)C(C)(C)C)(C)O)C 2,6-di-tert-butylxylenol